2-(2-chlorophenyl)-N-{[(4R)-4-cyclopropyl-2,5-dioxoimidazolidin-4-yl]methyl}-2H-1,2,3-triazole-4-carboxamide ClC1=C(C=CC=C1)N1N=CC(=N1)C(=O)NC[C@]1(NC(NC1=O)=O)C1CC1